3-fluoro-4-iodo-5-methylpicolinonitrile FC=1C(=NC=C(C1I)C)C#N